(R)-2-(4-Fluorophenyl)-3-(3-methyl-1H-pyrazolo[3,4-b]pyridin-4-yl)-6-(trifluoromethyl)-6,7-dihydro-4H-pyrazolo[5,1-c][1,4]oxazine FC1=CC=C(C=C1)C1=NN2C(CO[C@H](C2)C(F)(F)F)=C1C1=C2C(=NC=C1)NN=C2C